C(C)(C)(C)N(C(O)=O)C1CC(=CCC1)C1=C2C=C(NC2=C(C(=C1F)F)C(N)=O)C.OC(C(=O)NC(C(N[C@@H](CC)C1=CC=CC=C1)=O)C=1C=NC=CC1)C 2-hydroxy-N-(2-oxo-2-(((S)-1-phenylpropyl)amino)-1-(pyridin-3-yl)ethyl)propionamide tert-butyl-(3-(7-carbamoyl-5,6-difluoro-2-methyl-1H-indol-4-yl)cyclohex-3-en-1-yl)carbamate